6-isobutyl-4-(1-(4-methoxybenzyl)-2-methyl-1H-imidazo[4,5-b]pyridin-6-yl)-1,6-dihydro-7H-pyrrolo[2,3-c]pyridin-7-one C(C(C)C)N1C(C2=C(C(=C1)C=1C=C3C(=NC1)N=C(N3CC3=CC=C(C=C3)OC)C)C=CN2)=O